6-amino-2-ethoxy-9-(2-methoxy-4-(((4-(piperazin-1-ylmethyl)benzyl)amino)-methyl)benzyl)-9H-purin-8-ol NC1=C2N=C(N(C2=NC(=N1)OCC)CC1=C(C=C(C=C1)CNCC1=CC=C(C=C1)CN1CCNCC1)OC)O